OCCCNCC=1C=C(C=CC1N1CCN(CC1)C)NC=1N=CC2=C(N1)NC(C=C2C#C[Si](C(C)C)(C(C)C)C(C)C)=O 2-((3-(((3-hydroxypropyl)amino)methyl)-4-(4-methylpiperazin-1-yl)phenyl)amino)-5-((triisopropylsilyl)ethynyl)pyrido[2,3-d]pyrimidin-7(8H)-one